N1(C=NC=2C1=C1C(=NC2)NC=C1)[C@@H]1C[C@H](C1)NC(OC(C)(C)C)=O Tert-butyl (trans-3-(imidazo[4,5-d]pyrrolo[2,3-b]pyridin-1(6H)-yl)cyclobutyl)carbamate